C1CCN(C1)CO pyrrolidinylmethanol